COC=1C=C(CN=C=O)C=C(C1OC)OC 3,4,5-Trimethoxybenzylisocyanat